5-[[5-[4-(4-fluoro-1-methyl-4-piperidyl)-2-methoxyphenyl]-1H-pyrazol-3-yl]amino]pyrazine-2-carbonitrile hydrochloride Cl.FC1(CCN(CC1)C)C1=CC(=C(C=C1)C1=CC(=NN1)NC=1N=CC(=NC1)C#N)OC